2-methyl-5-(4-((6-nitropyridin-3-yl)oxy)pyridin-2-yl)thiazole CC=1SC(=CN1)C1=NC=CC(=C1)OC=1C=NC(=CC1)[N+](=O)[O-]